C(C1=CC=CC=C1)N1CCC(CC1)CCNC(=O)N1[C@@H](CN(CC1)C1=NC(=CC=C1)OC)C (2R)-N-[2-(1-benzylpiperidin-4-yl)ethyl]-4-(6-methoxypyridin-2-yl)-2-methylpiperazine-1-carboxamide